C(C)N1C=NC2=C1N=NC=C2C2=CC(=C(C=C2)F)C=2C=C1C=NN(C1=CC2OC)S(=O)(=O)CC 7-Ethyl-4-(3-(1-(ethylsulfonyl)-6-methoxy-1H-indazol-5-yl)-4-fluorophenyl)-7H-imidazo[4,5-c]pyridazine